Cl.O=C1NC(CC[C@@H]1NC(=O)C=1C=CC2=C(OC[C@@H]3N2CCNC3)N1)=O (R)-N-((S)-2,6-dioxopiperidin-3-yl)-1,2,3,4,4a,5-hexahydropyrazino[1,2-d]pyrido[2,3-b][1,4]oxazine-8-carboxamide hydrochloride salt